5-(3-methoxyphenyl)isoxazol COC=1C=C(C=CC1)C1=CC=NO1